O[C@H]1C[C@@]2([C@H](CCC2C2C1[C@]1(CCC(N(C1=CC2)C)=O)C)C(=O)O)C (4aR,5S,6aS,7S)-5-hydroxy-1,4a,6a-trimethyl-2-oxo-2,3,4,4a,4b,5,6,6a,7,8,9,9a,9b,10-tetradecahydro-1H-indeno[5,4-f]quinoline-7-carboxylic acid